((methyl)(trimethylsilyl)cyclopentadienyl)indium CC=1C(C=CC1)([Si](C)(C)C)[In]